C(=O)N1CCC(CC1)C(=O)NC1=CC(=CC=C1)C=1N=C(C2=C(N1)C=C(S2)C=2C=NC=CC2)N2CCOCC2 1-formyl-N-(3-(4-morpholino-6-(pyridin-3-yl)thieno[3,2-d]pyrimidin-2-yl)phenyl)piperidine-4-carboxamide